C(C)(C)(C)C1=NC=CC=C1 tert-butylpyridine